7-oxohept-2-enenitrile O=CCCCC=CC#N